FC1=CC=C(C=C1)C1(CCNCC1)NS(=O)(=O)C1=CC=C(C=C1)OC(F)(F)F N-(4-(4-fluorophenyl)piperidin-4-yl)-4-(trifluoromethoxy)benzenesulfonamide